N1=CSC2=NC=CC=C21 thiazolo-[5,4-b]pyridine